(4-(2-(hydroxymethyl)phenyl)thiazol-2-yl)-4-morpholinobenzamide OCC1=C(C=CC=C1)C=1N=C(SC1)C1=C(C(=O)N)C=CC(=C1)N1CCOCC1